CCC(C)COC(=O)C 2-Methyl Butyl Acetate